NC1=C(C=CC(=C1)F)C1=C(C=C(C(=C1)Cl)C(=O)NC=1C=C(C(=NC1)C(=O)NCC1CC(C1)(F)F)Cl)F 5-(2'-amino-5-chloro-2,4'-difluoro-[1,1'-biphenyl]-4-carboxamido)-3-chloro-N-((3,3-difluorocyclobutyl)methyl)picolinamide